5-((3-(3-aminoprop-1-yn-1-yl)-4-(methoxycarbonyl)phenyl)amino)-5-oxopentanoic acid NCC#CC=1C=C(C=CC1C(=O)OC)NC(CCCC(=O)O)=O